C1(=CC=CC=C1)OC(=O)C=1C(=NC=2N(C1)C=C(N2)C21COC(C2)(C1)C)OC(C)C 7-isopropoxy-2-(1-methyl-2-oxabicyclo[2.1.1]hex-4-yl)imidazo[1,2-a]pyrimidine-6-carboxylic acid phenyl ester